2-[9H-fluoren-9-ylmethoxycarbonyl-(propan-2-yl)amino]acetic acid C1=CC=CC=2C3=CC=CC=C3C(C12)COC(=O)N(CC(=O)O)C(C)C